COC1=C(C=C(C=C1)NC(C=C)=O)C(F)(F)F N-(4-methoxy-3-(trifluoromethyl)phenyl)acrylamide